(Hexane) Ethyl-Acetate C(C)OC(C)=O.CCCCCC